(S)-N-(methyl-d3)-6-(3-methylureido)-4-((2,4,5-trimethyl-4,5-dihydro-2H-[1,2,3]triazolo[4,5-c]quinolin-6-yl)amino)nicotinamide C(NC(C1=CN=C(C=C1NC1=CC=CC=2C=3C([C@@H](N(C12)C)C)=NN(N3)C)NC(=O)NC)=O)([2H])([2H])[2H]